6-(5,6-dichloro-4-fluoropyridin-2-yl)-N2,N4-bis(1,1,1-trifluoroprop-2-yl)-1,3,5-triazine-2,4-diamine ClC=1C(=CC(=NC1Cl)C1=NC(=NC(=N1)NC(C(F)(F)F)C)NC(C(F)(F)F)C)F